1-methyl-N1-(1-phenylcyclopropyl)-1,2-ethanediamine CC(CN)NC1(CC1)C1=CC=CC=C1